18-(benzyloxy)-18-oxooctadecanoic acid C(C1=CC=CC=C1)OC(CCCCCCCCCCCCCCCCC(=O)O)=O